(1R,2S,3R,5R)-3-(4-amino-2-chloro-7H-pyrrolo[2,3-d]pyrimidin-7-yl)-5-(3-(isothiazol-4-yl)-5-methoxyphenyl)cyclopentane-1,2-diol NC=1C2=C(N=C(N1)Cl)N(C=C2)[C@H]2[C@@H]([C@@H]([C@H](C2)C2=CC(=CC(=C2)OC)C=2C=NSC2)O)O